(cis)-1,2-Dilinoleoyl-sn-Glycero-3-Phosphocholine C(CCCCCCC\C=C/C\C=C/CCCCC)(=O)OC[C@@H](OC(CCCCCCC\C=C/C\C=C/CCCCC)=O)COP(=O)([O-])OCC[N+](C)(C)C